2',3-dichloro-5'-cyclopropyl-4-hydroxy-6-methyl-2H-[1,4'-bipyridine]-2-one ClC1=NC=C(C(=C1)N1C(C(=C(C=C1C)O)Cl)=O)C1CC1